1-(6-(piperazine-1-yl)imidazo[1,2-a]pyridin-3-yl)dihydropyrimidine-2,4(1H,3H)-dione trifluoroacetate FC(C(=O)O)(F)F.N1(CCNCC1)C=1C=CC=2N(C1)C(=CN2)N2C(NC(CC2)=O)=O